Cl.Cl.N[C@@H]1CN(C[C@@H](C1)C)C1=C(C=NC=C1)C1(C(C(=C(C=C1)F)C1=C(C(=CC=C1F)C(=O)NC1CC1)F)F)C(=O)N 3-(4-((3S,5R)-3-amino-5-methylpiperidin-1-yl)pyridin-3-yl)-N3'-cyclopropyl-2,2',6,6'-tetrafluoro-[1,1'-biphenyl]-3,3'-dicarboxamide dihydrochloride